1-(benzylamino)-5,6,7,8-tetrahydroisoquinolin C(C1=CC=CC=C1)NC1=NC=CC=2CCCCC12